FC=1C=C(C=CC1)[C@H]1CC[C@H](N1)C(=O)O (2s,5r)-5-(3-fluorophenyl)pyrrolidine-2-carboxylic acid